[Na+].[2H-] deuteride sodium